2-methyl-5-((tetrahydro-2H-pyran-4-yl)methoxy)benzofuran-3-carboxylic acid CC=1OC2=C(C1C(=O)O)C=C(C=C2)OCC2CCOCC2